FC1=C2C=C3N(C2=CC=C1)C1=C(N=C2C3CC(N2C)=O)C=CC=C1 1-Fluoro-11-methyl-13,13a-dihydrobenzo[2,3]pyrrolo[2',3':5,6][1,4]diazepino[1,7-a]indol-12(11H)-one